ethyl pyrimidinate N1=C(N=CC=C1)C(=O)OCC